1-(7-(2-amino-7-fluorobenzo[d]thiazol-4-yl)-6-chloro-8-fluoro-2-(((2R,7aS)-2-fluorotetrahydro-1H-pyrrolizin-7a(5H)-yl)methoxy)-quinazolin-4-yl)-1,4-diazepan-5-one NC=1SC2=C(N1)C(=CC=C2F)C2=C(C=C1C(=NC(=NC1=C2F)OC[C@]21CCCN1C[C@@H](C2)F)N2CCNC(CC2)=O)Cl